C[C@H]1C/C=C/[C@H]2[C@H]3[C@](O3)([C@H]([C@@H]4[C@@]2(C(=O)C[C@@H]5[C@@H]1C(=C(C5=O)O)C)C(=O)N[C@H]4CC6=CNC7=CC=CC=C76)C)C The molecule is a cytochalasan alkaloid found in Chaetomium globosum. It has a role as a Chaetomium metabolite. It is a cytochalasan alkaloid, a member of indoles and a macrocycle.